CN1C=CC=C1 1-Methyl-1H-pyrrole